[N+](=O)([O-])C=1C(=CC(=NC1)C(F)(F)F)CC(C(=O)OCC)=O ethyl 3-(5-nitro-2-(trifluoromethyl)pyridin-4-yl)-2-oxopropanoate